3,3'-dimethyl-{1-[4-[2-(3-methyl-4-hydroxyphenyl)-2-propyl]phenyl]ethylidene}bisphenol CC=1C(=C(C=CC1)O)C(C)(C1=CC=C(C=C1)C(C)(C)C1=CC(=C(C=C1)O)C)C1=C(C=CC=C1C)O